(E)-2-methyl-N-((2-(4-(trifluoromethyl)styryl)oxazol-4-yl)methyl)aniline CC1=C(NCC=2N=C(OC2)\C=C\C2=CC=C(C=C2)C(F)(F)F)C=CC=C1